tert-butyl ((2S*)-4-(cyclopropylamino)-3-hydroxy-4-oxo-1-(2-oxopyrrolidin-1-yl)butan-2-yl)carbamate C1(CC1)NC(C([C@H](CN1C(CCC1)=O)NC(OC(C)(C)C)=O)O)=O |o1:6|